Tricosane-2,4,6-trien-10-one CC=CC=CC=CCCC(CCCCCCCCCCCCC)=O